NCCCC(CCCCCN)=O 1,3-Bis-(3-aminopropyl)propanal